NC1=C(C=NC=N1)C1=CC=C(C=C1)OC1=CC(=CC=C1)F 6-amino-5-(4-(3-fluorophenoxy)phenyl)pyrimidin